CC1=C(NC2=CC=C(C=C12)C1CCNCC1)C1=C2C(=NC=C1)C=NN2 7-(3-methyl-5-(piperidin-4-yl)-1H-indol-2-yl)-1H-pyrazolo[4,3-b]pyridine